1-[({1-[5-(difluoromethyl)(1,3,4-thiadiazol-2-yl)]-4-cyclopropyl-1H-indazol-6-yl}sulfonyl)amino]cyclopropanecarbonitrile FC(C1=NN=C(S1)N1N=CC2=C(C=C(C=C12)S(=O)(=O)NC1(CC1)C#N)C1CC1)F